12-((Z)-dec-4-en-1-yl)docosa-6,16-dien-11-yl 5-(dimethylamino)pentanoate CN(CCCCC(=O)OC(CCCC=CCCCCC)C(CCCC=CCCCCC)CCC\C=C/CCCCC)C